β-(3,4-epoxycyclohexyl)ethyl-methyldiisopropeneoxysilane C1(CC2C(CC1)O2)CC[Si](OC(=C)C)(OC(=C)C)C